BrC1=CN=C2N1COC1=C2C(=CC=N1)F 3-bromo-10-fluoro-5H-imidazo[1,2-c]pyrido[3,2-e][1,3]oxazine